CC(CC(C)=O)C 4-methylpentan-2-one